C(CCCCCCCCCCCCCCCCC)C1CCC2=C(C=CC=C12)[N+](=O)[O-] 1-octadecyl-4-nitroindan